(R)-2-(5-(6-(1-aminoethyl)-2-(5-(isopropoxycarbonyl)-7-methoxy-1-methyl-1H-benzo[d]imidazol-2-yl)-1H-pyrrolo[2,3-b]pyridin-1-yl)pentyl)benzoic acid N[C@H](C)C1=CC=C2C(=N1)N(C(=C2)C2=NC1=C(N2C)C(=CC(=C1)C(=O)OC(C)C)OC)CCCCCC1=C(C(=O)O)C=CC=C1